bromomethyl-3-bromo-[1,1'-binaphthyl]-2-ylacetate BrCOC(CC1=C(C2=CC=CC=C2C=C1Br)C1=CC=CC2=CC=CC=C12)=O